CC(CC)C1C(NC(N1)=O)=O 5-(2-butyl)hydantoin